BrC=1C=C(OC1)C=O 4-BROMO-2-FURALDEHYDE